ClC1=C(C=CC=C1)C1CC(CN1)(O)C 5-(2-chlorophenyl)-3-methyl-pyrrolidin-3-ol